CC1(OC=C(O1)[C@H]1C([C@@H]2[C@@H](OC(O2)(C)C)O1)O)C (3aR,5R,6aR)-5-((R)-2,2-dimethyl-1,3-dioxol-4-yl)-2,2-dimethyltetrahydrofurano[2,3-d][1,3]dioxol-6-ol